[N+](=O)([O-])C1=CC=C(OP(=O)(OC2=CC=CC=C2)N[C@@H](C)C(=O)OCCN(C)C)C=C1 2-(dimethylamino)ethyl ((4-nitrophenoxy)(phenoxy)phosphoryl)-L-alaninate